CC(C(=O)O)=CCC methyl-2-pentenoic acid